FC(C(=O)O)(F)F.FC(C(=O)O)(F)F.C(N)(=N)C1=CC=C(CNC([C@H](C)NC([C@@H](CCC2=CC=CC=C2)NCC2=C(C=CC=C2)N2CCN(CC2)C)=O)=O)C=C1 (R)-N-((S)-1-((4-Carbamimidoylbenzyl)amino)-1-oxopropan-2-yl)-2-((2-(4-methylpiperazin-1-yl)benzyl)amino)-4-phenylbutanamide Di-trifluoroacetate salt